C(C)O[Si](CC1CC2OC2CC1)(OCC)OCC triethoxy({7-oxabicyclo[4.1.0]hept-3-yl}methyl)silane